BrC1=C(C=C2C(=NC(=NC2=C1F)OCC(F)(F)F)N1C[C@H]2CC[C@@H](C1)N2C(=O)OC(C)(C)C)[N+](=O)[O-] tert-butyl (1R,5S)-3-(7-bromo-8-fluoro-6-Nitro-2-(2,2,2-trifluoroethoxy)quinazolin-4-yl)-3,8-diazabicyclo[3.2.1]octane-8-carboxylate